FC1=CC=C(C=C1)N=S(=O)(C1=CC=C(C=C1)C1=NOC(=N1)C(F)(F)F)C ((4-fluorophenyl)imino)(methyl)(4-(5-(trifluoromethyl)-1,2,4-oxadiazol-3-yl)phenyl)-λ6-sulfanone